(Z)-3-(4-((2-(4-(1-(4-hydroxyphenyl)-2-phenylbut-1-en-1-yl)phenoxy)ethyl)amino)-1-oxoisoindolin-2-yl)piperidine-2,6-dione OC1=CC=C(C=C1)/C(=C(\CC)/C1=CC=CC=C1)/C1=CC=C(OCCNC2=C3CN(C(C3=CC=C2)=O)C2C(NC(CC2)=O)=O)C=C1